7-Chloro-N-(1-(6,7-difluoro-1-oxo-1,2-dihydroisoquinolin-4-yl)ethyl)-N-methylindolizine-2-carboxamide ClC=1C=CN2C=C(C=C2C1)C(=O)N(C)C(C)C1=CNC(C2=CC(=C(C=C12)F)F)=O